C1(=CC=C(C=C1)N(C1=CC=C(C=C1)N(C1=CC=C(C=C1)C=1C=C2C3=C(N(C2=CC1)C1=CC=CC=C1)N=CC=C3)C3=CC=C(C=C3)C3=CC=CC=C3)C3=CC=C(C=C3)C=3C=C1C2=C(N(C1=CC3)C3=CC=CC=C3)N=CC=C2)C2=CC=CC=C2 N1,N4-bis([1,1'-biphenyl]-4-yl)-N1,N4-bis(4-(9-phenyl-9H-pyrido[2,3-b]indol-6-yl)phenyl)benzene-1,4-diamine